bisdiphenylphosphinomethyl-1,1'-biphenyl C1(=CC=CC=C1)P(C1=CC=CC=C1)C(P(C1=CC=CC=C1)C1=CC=CC=C1)C1=C(C=CC=C1)C1=CC=CC=C1